4-((2-bromo-6-fluorobenzyl)amino)-2-((1-methyl-1H-pyrazol-4-yl)amino)pyrimidin-5-carboxamide BrC1=C(CNC2=NC(=NC=C2C(=O)N)NC=2C=NN(C2)C)C(=CC=C1)F